C1=C(C=CC2=CC=CC=C12)PC1=CC2=CC=CC=C2C=C1 bis(2-naphthyl)phosphine